FC(C(=O)O)(F)F.C1(CC1)N(CCO)C1CCNCC1 2-[cyclopropyl(piperidin-4-yl)amino]ethanol trifluoroacetate salt